C(C1=CC=CC=C1)OC1=CC2=C(N(C(=N2)C2=CC=C(C=C2)O)CC2=CC=C(C=C2)F)C=C1 5-(Benzyloxy)-1-(4-fluorobenzyl)-2-(4-hydroxyphenyl)-1H-Benzo[d]imidazole